1-[5-[3-cyano-6-[1-(4-piperidyl)pyrazol-4-yl]pyrazolo[1,5-a]pyridin-4-yl]-2-pyridyl]-N-isopropyl-4-methoxy-piperidine-4-carboxamide trifluoroacetic acid salt FC(C(=O)O)(F)F.C(#N)C=1C=NN2C1C(=CC(=C2)C=2C=NN(C2)C2CCNCC2)C=2C=CC(=NC2)N2CCC(CC2)(C(=O)NC(C)C)OC